[Ni]=S.[Mg] magnesium nickel sulfide